(3R,4S)-3-fluoro-1-[4-({8-[(2R,3R)-3-(methanesulfonylmeth-yl)-2-methylazetidin-1-yl]-5-(propan-2-yl)isoquinolin-3-yl}amino)pyrimidin-2-yl]-4-methylpiperidin-4-ol F[C@@H]1CN(CC[C@@]1(O)C)C1=NC=CC(=N1)NC=1N=CC2=C(C=CC(=C2C1)C(C)C)N1[C@@H]([C@@H](C1)CS(=O)(=O)C)C